COC(=O)C=1C=CC2=C(N(C(=N2)CC2CC=C(CC2)C2=NC=C(C(=N2)O)F)CCOC)C1 ((4-(5-fluoro-4-hydroxypyrimidin-2-yl)cyclohex-3-en-1-yl)methyl)-1-(2-methoxyethyl)-1H-benzo[d]imidazole-6-carboxylic acid methyl ester